(S)-4-Hydroxychroman-6-carboxylic acid methyl ester COC(=O)C=1C=C2[C@H](CCOC2=CC1)O